C(C)(=O)C1=C(C2=C(N=C(N=C2)NC2=CC=C(C(=O)NCCCCCCOC3=C4C(N(C(C4=CC=C3)=O)C3C(NC(CC3)=O)=O)=O)C=C2)N(C1=O)C1CCCC1)C 4-((6-acetyl-8-cyclopentyl-5-methyl-7-oxo-7,8-dihydropyrido[2,3-d]pyrimidin-2-yl)amino)-N-(6-((2-(2,6-dioxopiperidin-3-yl)-1,3-dioxoisoindolin-4-yl)oxy)hexyl)benzamide